3-(5-(1H-tetrazol-5-yl)pyridin-3-yl)-4-methoxyphenyl cyclopentylcarbamate C1(CCCC1)NC(OC1=CC(=C(C=C1)OC)C=1C=NC=C(C1)C1=NN=NN1)=O